N-(1-(4-aminobenzyl)-1H-pyrazol-4-yl)-5-chloro-4-(1H-indazol-3-yl)pyrimidin-2-amine NC1=CC=C(CN2N=CC(=C2)NC2=NC=C(C(=N2)C2=NNC3=CC=CC=C23)Cl)C=C1